C(C1CO1)N(CC1CO1)CC1CC(CC(C1)CN(CC1CO1)CC1CO1)CN(CC1CO1)CC1CO1 1,3,5-tris(N,N-diglycidyl-aminomethyl)cyclohexane